CC1=C(CCCC1=NC1=CC=C(C=C1)S(=O)(=O)O)NCC(=O)O 2-methyl-3-((4-sulfophenyl)imino)cyclohex-1-en-1-yl-glycine